ClC=1C(=C(C(=CC1)N1N=NN=C1)C=1C=CC(=[N+](C1)[O-])[C@@H](CCO)N1N=CC(=C1)C=1N(N=CC1)C(F)F)F |o1:19| (R*)-5-(3-chloro-2-fluoro-6-(1H-tetrazol-1-yl)phenyl)-2-(1-(2-(difluoromethyl)-1'H,2H-[3,4'-bipyrazol]-1'-yl)-3-hydroxypropyl)pyridine 1-oxide